(R)-2-({3-[(1,3-Dimethyl-azetidin-3-yl)-hydroxy-(4-trifluoromethoxy-phenyl)-methyl]-phenyl}-methyl-amino)-ethanol CN1CC(C1)(C)[C@](C=1C=C(C=CC1)N(CCO)C)(C1=CC=C(C=C1)OC(F)(F)F)O